C(C)(C)C1=C(NC2=CC=C(C=C12)C1=NN=C(O1)CCN(C)C)C1=CC(=NC=C1)C 2-(5-(3-isopropyl-2-(2-methylpyridin-4-yl)-1H-indol-5-yl)-1,3,4-oxadiazol-2-yl)-N,N-dimethylethane-1-amine